1-ethylpropylene C(C)C=CC